NC1=C(C(=NN1C1COCCC1)C1=CC(=C(C=C1)CNC(C1=C(C=CC=C1)OC)=O)F)C(=O)N 5-amino-3-[3-fluoro-4-[[(2-methoxybenzoyl)amino]methyl]phenyl]-1-tetrahydropyran-3-yl-pyrazole-4-carboxamide